(2R)-1-[2-[2-[4-[5-[tert-butyl(dimethyl)silyl]oxy-1-tetrahydropyran-2-yl-indazol-3-yl]pyrazol-1-yl]ethoxy]ethoxy]propan-2-ol [Si](C)(C)(C(C)(C)C)OC=1C=C2C(=NN(C2=CC1)C1OCCCC1)C=1C=NN(C1)CCOCCOC[C@@H](C)O